6-fluoro-2-(hydroxymethyl)-1-methyl-8-(2-((tetrahydro-2H-pyran-2-yl)oxy)ethyl)quinolin-4(1H)-one FC=1C=C2C(C=C(N(C2=C(C1)CCOC1OCCCC1)C)CO)=O